ClC1=[N+](C=CC=C1C(F)(F)F)[O-] 2-chloro-3-(trifluoromethyl)pyridine 1-oxide